C(CCC(=O)C)(=O)OCC1=CC=CO1 furfuryl alcohol levulinate